N-(4-cyclopropyl-2,5-difluorophenyl)-5-(thiazol-2-yl)-1H-pyrrole-3-sulfonamide C1(CC1)C1=CC(=C(C=C1F)NS(=O)(=O)C1=CNC(=C1)C=1SC=CN1)F